tert-butyl 4-[4-(2,6-dibenzyloxy-3-pyridyl)-3-methoxy-phenyl]piperazine-1-carboxylate C(C1=CC=CC=C1)OC1=NC(=CC=C1C1=C(C=C(C=C1)N1CCN(CC1)C(=O)OC(C)(C)C)OC)OCC1=CC=CC=C1